C1(=CC=CC=C1)/C=C/C(=O)O (2E)-3-phenyl-prop-2-enoic acid